C1(=CC=CC=C1)C1N=COC1 4-phenyl-4,5-dihydrooxazole